C\C(=C/CC1=C(C(=C(C=C1OC)COC(CCCCCCCCCCCCCCCCC)=O)C=O)O)\CC(C=C(C)C)=O.OC(CCCC(=O)CC(C1=CC=CC=C1)=O)C 5-hydroxyhexanoyl-benzoyl-methane [4-[(2E)-3,7-dimethyl-5-oxoocta-2,6-dienyl]-2-formyl-3-hydroxy-5-methoxyphenyl]methyloctadecanoate